C1(CC1)S(=O)(=O)N1N=CC(=C1)C1=NC=CC(=N1)C1(NC=C(C(=C1)NC1CCC(CC1)NCCF)C=1N=C(SC1)C(F)(F)F)N 2-(2-(1-(Cyclopropylsulfonyl)-1H-pyrazol-4-yl)pyrimidin-4-yl)-N4-((1s,4s)-4-((2-fluoroethyl)amino)cyclohexyl)-5-(2-(trifluoromethyl)thiazol-4-yl)pyridine-2,4-diamine